FC=1C=C2C(=NC=NC2=CC1F)N1CC=2C=C(C=NC2CC1)C1=CC(=NN1C)C(F)(F)F 6,7-difluoro-4-(3-(1-methyl-3-(trifluoromethyl)-1H-pyrazol-5-yl)-7,8-dihydro-1,6-naphthyridin-6(5H)-yl)quinazoline